Tert-butyl 6-(bromomethyl)pyridazine-3-carboxylate BrCC1=CC=C(N=N1)C(=O)OC(C)(C)C